C(C)C(CCCCC)OC(CCCCCCCCN(CCCNC(=O)C=1C=C(C(=O)NCCCN(CCCCCCCCC(=O)OC(CCCCC)CC)CCCCCCCCC(=O)OC(CCCCC)CC)C=C(C1)NC(CCCN(C)C)=O)CCCCCCCCC(OC(CCCCC)CC)=O)=O 1-ethylhexyl 9-[3-[[3-[3-[bis[9-(1-ethylhexoxy)-9-oxo-nonyl]amino]propylcarbamoyl]-5-[4-(dimethylamino)butanoylamino]benzoyl]amino]propyl-[9-(1-ethylhexoxy)-9-oxo-nonyl]amino]nonanoate